1-((6'-(2H-tetrazol-5-yl)-[1,1':3',1''-terphenyl]-4-yl)methyl)-2-butyl-1H-imidazole-5-carboxylic acid N=1NN=NC1C1=CC=C(C=C1C1=CC=C(C=C1)CN1C(=NC=C1C(=O)O)CCCC)C1=CC=CC=C1